FC1(CN=C(NC1)NC=1C=C(C(=O)O)C=CC1)F 3-(5,5-difluoro-1,4,5,6-tetrahydropyrimidin-2-ylamino)benzoic acid